CC(C)(C)N1C(NCC1)=O 1-(1,1-dimethylethyl)-2-imidazolidinone